ClC=1C=CC(=NC1)COC1=NN=C(S1)NC(C1=CN=C(C=C1C1=CC=CC=2OC(OC21)(F)F)C)=O N-(5-((5-chloropyridin-2-yl)methoxy)-1,3,4-thiadiazol-2-yl)-4-(2,2-difluorobenzo[d][1,3]dioxol-4-yl)-6-methylnicotinamide